N1(CCCCCC1)C1=C(C=CC=C1)/C=C/C(=O)O (2E)-3-[2-(AZEPAN-1-YL)PHENYL]PROP-2-ENOIC ACID